OC1=C2C(C=C(OC2=CC(=C1O)O)C1=CC=C(C=C1)[O-])=O 4-(5,6,7-trihydroxy-4-oxo-4H-chromen-2-yl)phenolate